2-(2'-hydroxy-5-methacryloxyethylphenyl)-2H-benzotriazole OC1=C(C=C(C=C1)CCOC(C(=C)C)=O)N1N=C2C(=N1)C=CC=C2